FC1(CN(CC1)C=1C=C2C3=NNC4=CC=C(OCCCNC(OCC(C1)=C2)=O)C=C34)F 4-(3,3-difluoropyrrolidin-1-yl)-8,14-dioxa-10,19,20-triazatetracyclo[13.5.2.12,6.018,21]tricosa-1(20),2,4,6(23),15,17,21-heptaen-9-one